Ethyl 6-(benzyloxy)-4-(methoxymethyl)-4,9-dihydro-3H-pyrido[3,4-b]indole-3-carboxylate C(C1=CC=CC=C1)OC=1C=C2C3=C(NC2=CC1)C=NC(C3COC)C(=O)OCC